NC1=CC=NC=2CCN(C(C12)C)C(=O)C1=NC2=C(N1)C(=CC=C2F)Cl (4-amino-5-methyl-7,8-dihydro-1,6-naphthyridin-6(5H)-yl)(7-chloro-4-fluoro-1H-benzo[d]imidazol-2-yl)methanone